Cl.Cl.Cl.ClC1=CC=C(C[C@@H]2N(C[C@H]3N(C2)CC(C3)(F)F)C3CCN(CC3)C3=NC=CC(=C3)Cl)C=C1 (3S,8aS)-3-(4-chlorobenzyl)-2-(1-(4-chloropyridin-2-yl)piperidin-4-yl)-7,7-difluorooctahydropyrrolo[1,2-a]pyrazine trihydrochloride